C(#N)C1=C(OC=2C=C3C=C(N=NC3=CC2)[C@H]2COC3(C2)CCNCC3)C(=CC=C1NS(N(C)CC)(=O)=O)F (3S)-3-[6-[2-cyano-3-[[ethyl(methyl)sulfamoyl]amino]-6-fluoro-phenoxy]cinnolin-3-yl]-1-oxa-8-azaspiro[4.5]decane